(S)-5-amino-N-benzyl-2-((7-nitro-2,1,3-benzoxadiazol-4-yl)amino)pentanamide NCCC[C@@H](C(=O)NCC1=CC=CC=C1)NC1=CC=C(C2=NON=C21)[N+](=O)[O-]